ClC=1C(=CC2=C(C(=C(CCO2)C=2C=C3CCNC3=CC2)C2=CC=C(C=C2)O[C@@H]2CN(CC2)CCCF)C1)O 7-Chloro-5-[4-[(3S)-1-(3-fluoropropyl)pyrrolidin-3-yl]oxyphenyl]-4-indolin-5-yl-2,3-dihydro-1-benzoxepin-8-ol